ethyl (S)-2-((S)-3-cyclohexyl-2-((propoxycarbonyl)amino)propanamido)-5-(2,3-dihydrobenzo[f][1,4]oxazepin-4(5H)-yl)-5-oxopentanoate C1(CCCCC1)C[C@@H](C(=O)N[C@H](C(=O)OCC)CCC(=O)N1CCOC2=C(C1)C=CC=C2)NC(=O)OCCC